NC1=C(C(=O)NC2=CC=C(C=C2)OC(F)(F)Cl)C=C(C(=N1)N1C[C@@H](CC1)F)C=1C=C2C(=NC1)CC=1C2=NN(C1)C1OCCCC1 2-amino-N-(4-(chlorodifluoromethoxy)phenyl)-6-((R)-3-fluoropyrrolidin-1-yl)-5-(2-(tetrahydro-2H-pyran-2-yl)-2,4-dihydropyrazolo[3',4':3,4]cyclopenta[1,2-b]pyridin-7-yl)nicotinamide